ClC1=C(C=C(C(=C1)N(C)C1=CC(=C(C=C1)OC)C)C)N=CN(C)CC N'-(2-chloro-4-((4-methoxy-3-methylphenyl)(methyl)amino)-5-methylphenyl)-N-ethyl-N-methylformimidamide